ClC1=CC=C2C(=NC=3N(C2=C1)C=NN3)N(C=3C=C(C=CC3)C3=CC=C(C=C3)N3C(CC(C3)(C)C)=O)C [4-[3-[(8-chloro-[1,2,4]triazolo[4,3-a]quinazolin-5-yl)-methyl-amino]phenyl]phenyl]-4,4-dimethyl-pyrrolidin-2-one